[OH-].O.[Li+] Lithium(1+) hydrate hydroxide